6-chloro-5-fluoro-3-iodo-7-methyl-1H-indazole ClC1=C(C=C2C(=NNC2=C1C)I)F